O(C1=CC=CC=C1)C1=CC=C(C=C1)NC=1C2=C(N=CN1)C=CC(=N2)C2CCN(CC2)C(C=C)=O 1-(4-(4-((4-phenoxyphenyl)amino)pyrido[3,2-d]pyrimidin-6-yl)piperidin-1-yl)prop-2-en-1-one